ClC1=CC=C(C=C1)NC(=O)C1=C(N(C=C1)C)C N-(4-chlorophenyl)-1,2-dimethyl-1H-pyrrole-3-carboxamide